C1(CC1)CS(=O)C1=CC=C(C=C1)B(O)O 4-(CYCLOPROPYLMETHYLSULFINYL)PHENYLBORONIC ACID